4-(6,7-Dimethoxynaphthalen-2-yl)-4-oxobutanoic acid COC=1C=C2C=CC(=CC2=CC1OC)C(CCC(=O)O)=O